C1=C(C=CC2=C(C3=CC(=CC=C3C(=C12)C#C[Si](C)(C)C)C#C[Si](C)(C)C)C#C[Si](C)(C)C)C#C[Si](C)(C)C (anthracene-2,6,9,10-tetrayltetrakis(ethyne-2,1-diyl))tetrakis(trimethylsilane)